1-(pyridin-3-yl)butanone N1=CC(=CC=C1)CC(CC)=O